CSC(C(=O)N1C(CCCC1)C=1SC(=CN1)C1=CC=C(C=C1)C)C 2-(methylthio)-1-(2-(5-p-tolylthiazol-2-yl)piperidin-1-yl)propan-1-one